1-[4-(phenylthio)phenyl]-heptane-1,2-dione 2-(O-benzoyloxime) C(C1=CC=CC=C1)(=O)ON=C(C(=O)C1=CC=C(C=C1)SC1=CC=CC=C1)CCCCC